C(C)(C)(C)OC(=O)N1CCC2(CC(CO2)N2CC3(COC3)C2)CC1 3-(2-oxa-6-azaspiro[3.3]hept-6-yl)-1-oxa-8-azaspiro[4.5]decane-8-carboxylic acid tert-butyl ester